Cl.N1(C[C@@H](CCC1)NC1=CC(=C(C(=O)N(C)C)C=C1)Cl)C1CCNCC1 (R)-4-(1,4'-bipiperidin-3-ylamino)-2-chloro-N,N-dimethylbenzamide hydrochloride